NC1=NC=2N(C(C=NC2C(=N1)C=1OC(=CC1)C)=O)CCN1C[C@@H](N(CC1)C1=CC=C(C=C1)OC)C (S)-2-amino-8-(2-(4-(4-methoxyphenyl)-3-methylpiperazin-1-yl)ethyl)-4-(5-methylfuran-2-yl)pteridin-7(8H)-one